FC=1C(=C(C=CC1F)[C@H]1[C@H](O[C@H]([C@H]1C)C(C)C)C(=O)OC(C)(C)C)OC Tert-butyl (2S,3S,4S,5S)-3-(3,4-difluoro-2-methoxy-phenyl)-5-isopropyl-4-methyl-tetrahydrofuran-2-carboxylate